1-(4-(4-(6-bromoquinazolin-4-yl)-2-fluorophenyl)piperazin-1-yl)ethan-1-one BrC=1C=C2C(=NC=NC2=CC1)C1=CC(=C(C=C1)N1CCN(CC1)C(C)=O)F